N[C@@H]1CN(CCC1)C1=C(C=NC2=CC=CC=C12)NC(=O)C=1N=C(SC1)C1=C(C=CC=C1F)F N-{4-[(3S)-3-aminopiperidin-1-yl]quinolin-3-yl}-2-(2,6-difluorophenyl)-1,3-thiazole-4-carboxamide